ClC=1C(=NC(=NC1)NC1CCOCC1)C1=CC=C2CN(C(C2=C1)=O)CC(N1C[C@@H](CCC1)C1=CC=CC=C1)=O 6-{5-chloro-2-[(oxacyclohex-4-yl)amino]pyrimidin-4-yl}-2-{2-oxo-2-[(3S)-3-phenylpiperidin-1-yl]ethyl}-2,3-dihydro-1H-isoindol-1-one